FC1=C(C(=C(C=C1)[C@H]1[C@H](O[C@@H](C1)C(F)(F)F)C(=O)NC1=CC(=NC=C1)C(=O)N)OC)C |&1:10| (2S,3S,SR)-4-[[3-(4-fluoro-2-methoxy-3-methyl-phenyl)-5-(trifluoromethyl)tetrahydrofuran-2-carbonyl]amino]pyridine-2-carboxamide